(4-(bis(3-fluorophenyl)amino)piperidin-1-yl)(5-methylpyridin-3-yl)methanone FC=1C=C(C=CC1)N(C1CCN(CC1)C(=O)C=1C=NC=C(C1)C)C1=CC(=CC=C1)F